2-{3-[acryloyl(methyl)amino]azetidin-1-yl}-N-(2-methoxyethyl)-5H-pyrrolo[2,3-b]pyrazine-7-carboxamide C(C=C)(=O)N(C1CN(C1)C=1N=C2C(=NC1)NC=C2C(=O)NCCOC)C